N-methyl-5,6,7,8-tetrahydro-4H-pyrazolo[1,5-a][1,4]diazepin-2-amine CNC1=NN2C(CNCCC2)=C1